BrC(C(=O)C1=CC=CC=C1)Cl α-bromo(chloro)acetophenone